[Mn](=O)(=O)([O-])[O-].[La+3].[Ca+2] calcium lanthanum manganate